(2S)-4-(2-{[2-(Dimethylamino)ethyl]amino}-2-oxoethanesulfinyl)-2-(3-{methyl[(13C)methyl]amino}propanamido)butanoic acid CN(CCNC(CS(=O)CC[C@@H](C(=O)O)NC(CCN([13CH3])C)=O)=O)C